9-(1-Piperidinyl)spiro[12H-benzo[a]xanthene-12,1'(3'H)-isobenzofuran]-3'-one N1(CCCCC1)C=1C=C2OC3=CC=C4C(=C3C3(OC(C5=CC=CC=C35)=O)C2=CC1)C=CC=C4